(R)-5-oxopyrrolidine-1,2-dicarboxylic acid O=C1CC[C@@H](N1C(=O)O)C(=O)O